CN1N=C2[C@@H](N(CCC2=C1C1=NN(C(=C1)C(F)(F)F)C)C(=O)C=1C=NN2C1C(=CC=C2)F)C (S)-(2,7-Dimethyl-3-(1-methyl-5-(trifluoromethyl)-1H-pyrazol-3-yl)-2,4,5,7-tetrahydro-6H-pyrazolo[3,4-c]pyridin-6-yl)(4-fluoropyrazolo[1,5-a]pyridin-3-yl)methanone